C(OC(C)(C)C)(O[C@H]1C[C@H]([C@@H]2OC(O[C@@H]21)(C)C)N2C=CC1=C2N=CN=C1C)=O tert-butyl ((3aR,4S,6R,6aS)-2,2-dimethyl-6-(4-methyl-7H-pyrrolo[2,3-d]pyrimidin-7-yl) tetrahydro-4H-cyclopenta[d][1,3]dioxol-4-yl) carbonate